CC1CCCC2=C1N=C(S2)CO (4-methyl-4,5,6,7-tetrahydrobenzo[d]thiazol-2-yl)methanol